CN(CCC=O)C1CCNCC1 3-[METHYL(PIPERIDIN-4-YL)AMINO]PROPANAL